C(=O)C=1OC=CC1 2-methanoylfuran